[N+](=O)([O-])C=1C=C2C(=NC1)N(C=C2)S(=O)(=O)CC2=CC=CC=C2 5-nitro-1-toluenesulfonyl-1H-pyrrolo[2,3-b]pyridine